bis(3-(1-(4-methyl-1,4-cyclopentadienyl)methylene)benzothiophenyl)zirconium dichloride [Cl-].[Cl-].CC=1CC=C(C1)C=C1C(SC2=C1C=CC=C2)[Zr+2]C2SC1=C(C2=CC2=CCC(=C2)C)C=CC=C1